(methyl)(phenyl)dimethoxysilane C[Si](OC)(OC)C1=CC=CC=C1